BrC=1C(=C(C=CC1)C=1OC2=C(N1)C=C(C=C2)C=O)C 2-(3-bromo-2-methylphenyl)benzo[d]oxazole-5-carbaldehyde